2-ethylhexyl-methoxy cinnamate C(C=CC1=CC=CC=C1)(=O)OOCCC(CCCC)CC